imidodicarbonate C(=O)([O-])NC(=O)[O-]